C(C)O[Si](CCCSSSSCCC[Si](OCC)(OCC)OCC)(OCC)OCC bis[γ-(triethoxysilyl) propyl] tetrasulfide